ClC=1C(N(C(=CC1OCC1=NC=C(C=C1F)F)C)C1=CC(=NC=C1C)C1=NC(=NC=C1)C1CC(C1)O)=O 3-chloro-4-((3,5-difluoropyridin-2-yl)methoxy)-2'-(2-(3-hydroxycyclobutyl)pyrimidin-4-yl)-5',6-dimethyl-2H-[1,4'-bipyridine]-2-one